ClC=1C=C(C=CC1F)NC1=NC=CC2=CC(=C(C=C12)NC(CCCN1CCOCC1)=O)OC N-(1-((3-chloro-4-fluorophenyl)amino)-6-methoxyisoquinolin-7-yl)-4-morpholinobutyramide